(E)-Indole-3-acetic acid N1C=C(C2=CC=CC=C12)CC(=O)O